6-fluoro-4-methoxy-2-(2-dimethylamino-4-pyridyl)-5-trifluoromethylpyrimidine FC1=C(C(=NC(=N1)C1=CC(=NC=C1)N(C)C)OC)C(F)(F)F